FC1(C(COC1)(O)O)C 4-fluoro-3-hydroxy-4-methyltetrahydrofuran-3-ol